C1(CCCC1)[C@@H]1NC2=CC(=CN=C2[C@@H]([C@H]1C)NC(OCC1=CC=CC=C1)=O)C1=CC=C(C=C1)C(F)(F)F |r| benzyl ((2SR,3SR,4RS)-2-cyclopentyl-3-methyl-7-(4-(trifluoromethyl)phenyl)-1,2,3,4-tetrahydro-1,5-naphthyridin-4-yl)carbamate